6-Bromo-4-chloro-3-nitro-1H-quinolin-2-one BrC=1C=C2C(=C(C(NC2=CC1)=O)[N+](=O)[O-])Cl